C12(CC3CC(CC(C1)C3)C2)NCCC2=CC=C(CCSC3=C1CN(C(C1=CC=C3)=O)C3C(NC(CC3)=O)=O)C=C2 3-(4-((4-(2-((adamantan-1-yl)amino)ethyl)phenethyl)thio)-1-oxoisoindolin-2-yl)piperidine-2,6-dione